3,8-bis(thiophene-2-yl)-1,10-phenanthroline S1C(=CC=C1)C=1C=NC2=C3N=CC(=CC3=CC=C2C1)C=1SC=CC1